(3RS)-3-[[(1S)-1-phenylethyl]amino]-1,3,4,5-tetrahydro-1-benzazepin-2-one C1(=CC=CC=C1)[C@H](C)N[C@H]1C(NC2=C(CC1)C=CC=C2)=O |&1:9|